5-(4-(diphenylamino)phenyl)-4-((2-formylphenyl)amino)-N-(quinolin-8-yl)pentanamide C1(=CC=CC=C1)N(C1=CC=C(C=C1)CC(CCC(=O)NC=1C=CC=C2C=CC=NC12)NC1=C(C=CC=C1)C=O)C1=CC=CC=C1